ClC1=CC=C(N=N1)C(=O)NC1CCC(CC1)OC1=CC(=C(C=C1)C#N)OC(F)(F)F 6-chloro-N-((1r,4r)-4-(4-cyano-3-(trifluoromethoxy)phenoxy)cyclohexyl)pyridazine-3-carboxamide